4-(methylaminomethyl)-benzenesulfonamide CNCC1=CC=C(C=C1)S(=O)(=O)N